5,6,7,8-tetrahydroquinoxaline-1-oxide [N+]1(=CC=NC=2CCCCC12)[O-]